ClC1=C(C=CC=C1)S(=O)(=O)NC1=NC(=C(C=C1)\C=C\C=1C=NC(=NC1)NC1CCC(CC1)O)OC chloro-N-(5-((E)-2-(2-(((1r,4r)-4-hydroxycyclohexyl)amino)pyrimidin-5-yl)vinyl)-6-methoxypyridin-2-yl)benzenesulfonamide